FC1(C[C@@H](CN(C1)C=1C(=NC(=CC1)C=1N=NN(C1CN1C(N(C=C1)CC(C)C)=O)C)C)CC(=O)OC)F methyl (S)-2-(5,5-difluoro-1-(6-(5-((3-isobutyl-2-oxo-2,3-dihydro-1H-imidazol-1-yl)methyl)-1-methyl-1H-1,2,3-triazol-4-yl)-2-methylpyridin-3-yl)piperidin-3-yl)acetate